3,6-dichloro-1-(3-((4-nitro-1-(4-oxaspiro[2.5]octan-7-yl)-1H-pyrazol-3-yl)oxy)propyl)-1H-pyrazolo[3,4-d]pyrimidine ClC1=NN(C2=NC(=NC=C21)Cl)CCCOC2=NN(C=C2[N+](=O)[O-])C2CCOC1(CC1)C2